C(C1=CC=CC=C1)N(C([C@@H](CC)CC1=C(C=C(C=C1)F)F)=O)[C@@H](CO)C1=CC=CC=C1 (S)-N-benzyl-2-(2,4-difluorobenzyl)-N-((R)-2-hydroxy-1-phenylethyl)butanamide